(E)-2-cyano-N-(1-(3-methoxy-4-(methylsulfinyl)phenyl)ethyl)-3-(5-(1-methyl-1H-pyrazol-4-yl)-1H-pyrrolo[2,3-b]pyridin-3-yl)acrylamide C(#N)/C(/C(=O)NC(C)C1=CC(=C(C=C1)S(=O)C)OC)=C\C1=CNC2=NC=C(C=C21)C=2C=NN(C2)C